C(C=C)SC1=NC=NN1C[C@]1(O[C@@H]1C1=C(C=CC=C1)Cl)C1=C(C=C(C=C1)F)F |o1:10,12| 5-(allylthio)-1-{[rel-(2R,3R)-3-(2-chlorophenyl)-2-(2,4-difluorophenyl)oxirane-2-yl]methyl}-1H-1,2,4-triazole